(1S,9S)-9-Ethyl-5-fluoro-9-hydroxy-1-((R)-3-hydroxypyrrolidin-1-yl)-1,4-dimethyl-2,3,12,15-tetrahydrobenzo[de]pyrano[3',4':6,7]indolizino[1,2-b]quinoline-10,13(1H,9H)-dione C(C)[C@]1(C(OCC=2C(N3CC=4C(=NC=5C=C(C(=C6C5C4[C@@](CC6)(C)N6C[C@@H](CC6)O)C)F)C3=CC21)=O)=O)O